C(C)C=1C=CC(=C(C1)S(=O)(=O)NC1=NOC2=C1C(=CC(=C2)CN2N=CC(=C2)CNC(OC(C)(C)C)=O)OC)OC tert-butyl ((1-((3-((5-ethyl-2-methoxyphenyl) sulfonamido)-4-methoxybenzo[d]isoxazol-6-yl) methyl)-1H-pyrazol-4-yl)methyl)carbamate